5-nitro-3-pyridin-2-yl-2H-1,4-benzoxazine [N+](=O)([O-])C1=CC=CC2=C1N=C(CO2)C2=NC=CC=C2